Sec-butyl-benzene C(C)(CC)C1=CC=CC=C1